2-(4-(3-(1-(5-chloropyrimidin-2-yl)piperidin-4-yl)propoxy)-2-fluorophenyl)-1-((1S,5R)-3-((2S,3R,4R,5R)-2,3,4,5,6-pentahydroxyhexyl)-3,6-diazabicyclo[3.2.0]heptan-6-yl)ethan-1-one ClC=1C=NC(=NC1)N1CCC(CC1)CCCOC1=CC(=C(C=C1)CC(=O)N1[C@H]2CN(C[C@H]2C1)C[C@@H]([C@H]([C@@H]([C@@H](CO)O)O)O)O)F